C[C@@H]1CNC[C@@H]1C (3S,4R)-3,4-dimethylpyrrolidine